(R)-2-(3-(2,5-dichloropyrimidin-4-yl)-5-oxo-5H-pyrrolo[3,4-b]pyridin-6(7H)-yl)propionic acid ClC1=NC=C(C(=N1)C=1C=C2C(=NC1)CN(C2=O)[C@@H](C(=O)O)C)Cl